(2-((3-fluorophenyl)amino)-6-(4-phenylpiperazine-1-carbonyl)pyridin-4-yl)carbamic acid tert-butyl ester C(C)(C)(C)OC(NC1=CC(=NC(=C1)C(=O)N1CCN(CC1)C1=CC=CC=C1)NC1=CC(=CC=C1)F)=O